diisopropylisophorone C(C)(C)C1C(=C(C(=O)CC1(C)C)C(C)C)C